(1R)-1-((R)-1,1-dimethylethylsulfonamido)-2-methyl-8-azaspiro[4.5]decane-8-carboxylic acid tert-butyl ester C(C)(C)(C)OC(=O)N1CCC2(CCC([C@H]2NS(=O)(=O)C(C)(C)C)C)CC1